ClC1=CC(=C2C(=N1)C(CC2)(C)C)F 2-chloro-4-fluoro-7,7-dimethyl-6,7-dihydro-5H-cyclopenta[b]pyridine